trimethoxy(3-(oxiran-2-ylmethoxy)propyl)silane CO[Si](CCCOCC1OC1)(OC)OC